1,3,5-triaminomethylbenzene NCC1=CC(=CC(=C1)CN)CN